N[C@@H](CCCCCC(CC)=O)C=1N(C(=CN1)Br)COCC[Si](C)(C)C (S)-9-amino-9-(5-bromo-1-((2-(trimethylsilyl)ethoxy)methyl)-1H-imidazol-2-yl)nonan-3-one